2-((1-(((R)-3-fluoropyrrolidin-1-yl)methyl)cyclopropyl)methoxy)-5,8-dihydropyrido[3,4-d]pyrimidine-7(6H)-carboxylate F[C@H]1CN(CC1)CC1(CC1)COC=1N=CC2=C(N1)CN(CC2)C(=O)[O-]